6-chloro-4-(prop-1-yn-1-yl)-2,3-dihydro-1H-inden-2-aminium chloride [Cl-].ClC1=CC(=C2CC(CC2=C1)[NH3+])C#CC